OCCN1N=CC(=C1)C1=NN(C2=CC=C(C=C12)OCCCNC(OCC1=CC=CC=C1)=O)C1OCCCC1 benzyl N-[3-({3-[1-(2-hydroxyethyl)-1H-pyrazol-4-yl]-1-(oxan-2-yl)-1H-indazol-5-yl}oxy)propyl]carbamate